FC1=C(C=CC(=C1)C(F)(F)F)C1=NN(C2=NC=CC=C21)C2CN(CC2)C(C=C)=O 1-(3-(3-(2-fluoro-4-(trifluoromethyl)phenyl)-1H-pyrazolo[3,4-b]pyridin-1-yl)pyrrolidin-1-yl)prop-2-en-1-one